N-n-propyl-N-tert-amylbenzothiazole-2-sulfenamide C(CC)N(SC=1SC2=C(N1)C=CC=C2)C(C)(C)CC